N-(furan-2-ylmethyl)-9H-fluoren-9-imine O1C(=CC=C1)CN=C1C2=CC=CC=C2C=2C=CC=CC12